COC1=CC(=CC2=C1C(=NO2)N)CN2N=CC=C2 4-methoxy-6-(1H-pyrazol-1-ylmethyl)-1,2-benzooxazol-3-amine